N-(2-cyclohexyl-2-methylpropanoyl)-O-(3-(2-(5,6,7,8-tetrahydro-1,8-naphthyridin-2-yl)ethyl)cyclobutyl)homoserine C1(CCCCC1)C(C(=O)N[C@@H](CCOC1CC(C1)CCC1=NC=2NCCCC2C=C1)C(=O)O)(C)C